4-(2-fluoro-6-methoxyphenyl)-N-(5-(2-methoxy-2-methylpropyloxy)-1,3,4-thiadiazol-2-yl)-6-methylnicotinamide FC1=C(C(=CC=C1)OC)C1=CC(=NC=C1C(=O)NC=1SC(=NN1)OCC(C)(C)OC)C